ClC1=CC(=C(C=C1)C1(OC2=C(O1)C=CC=C2C2=CC(=C(CC=1N(C3=C(N1)SC(=C3)C(=O)O)C[C@H]3OCC3)C=C2)F)C)F 2-(4-(2-(4-chloro-2-fluorophenyl)-2-methylbenzo[d][1,3]dioxol-4-yl)-2-fluorobenzyl)-1-(((S)-oxetan-2-yl)methyl)-1H-thieno[2,3-d]imidazole-5-carboxylic acid